C(C1=CC=CC=C1)(C1=CC=CC=C1)[N@]1[C@H]([C@@H]1C1COC1)C(=O)OCC |&1:13| racemic-ethyl trans-1-benzhydryl-3-(oxetan-3-yl)aziridine-2-carboxylate